sodium perchlorate boron trifluoride B(F)(F)F.Cl(=O)(=O)(=O)[O-].[Na+]